(S)-N-(1,1-dioxotetrahydro-2H-thiopyran-4-yl)-4-(2-methylpiperidine-1-carbonyl)thiazole-2-carboxamide O=S1(CCC(CC1)NC(=O)C=1SC=C(N1)C(=O)N1[C@H](CCCC1)C)=O